6-(4-((2R,6R)-1-acetyl-4-(2-fluoroacryloyl)-6-(trifluoromethyl)piperazin-2-yl)-6-chloropyridin-2-yl)-N-methylpyrimidine-4-carboxamide C(C)(=O)N1[C@@H](CN(C[C@@H]1C(F)(F)F)C(C(=C)F)=O)C1=CC(=NC(=C1)Cl)C1=CC(=NC=N1)C(=O)NC